CC=1C=NC(=NC1)N[C@H](C(=O)O)CCN(CCCCC1=NC=2NCCCC2C=C1)CCOC1=NC=CC=C1 (S)-2-((5-methylpyrimidin-2-yl)amino)-4-((2-(pyridin-2-yloxy)ethyl)(4-(5,6,7,8-tetrahydro-1,8-naphthyridin-2-yl)butyl)amino)butanoic acid